2-(6-{1-[(3R)-1-(1,3-dioxolan-2-yl)-4-methylpentan-3-yl]azetidin-3-yl}-3-methylimidazo[1,5-a]pyridin-8-yl)-5-fluoro-N-methyl-N-(isopropyl)benzamide O1C(OCC1)CC[C@H](C(C)C)N1CC(C1)C=1C=C(C=2N(C1)C(=NC2)C)C2=C(C(=O)N(C(C)C)C)C=C(C=C2)F